(R)-butyl lactate C([C@H](O)C)(=O)OCCCC